7-(3-butyrylaminoazetidin-1-yl)-5-methyl-4-oxo-1-(1,3-thiazol-2-yl)-1,4-dihydro-1,8-naphthyridine-3-carboxylic acid C(CCC)(=O)NC1CN(C1)C1=CC(=C2C(C(=CN(C2=N1)C=1SC=CN1)C(=O)O)=O)C